N-[3-(4,5-dihydro-3H-imidazol-2-yl)phenyl]methanamide N1=C(NCC1)C=1C=C(C=CC1)NC=O